OC1(CC(C1)C(=O)N1CC2(C1)CCC(CC2)C2=CC(=CC=C2)C(C)C)C ((1s,3s)-3-Hydroxy-3-methylcyclobutyl)(7-(3-isopropylphenyl)-2-azaspiro[3.5]nonan-2-yl)methanon